FC1(OC2=C(O1)C=CC(=C2)COC2=NC(=C(C=C2C#N)C(=O)N2CCC(CC2)C2=NOC(=N2)C)C(F)(F)F)F 2-[(2,2-difluoro-1,3-benzodioxol-5-yl)methoxy]-5-[4-(5-methyl-1,2,4-oxadiazol-3-yl)piperidine-1-carbonyl]-6-(trifluoromethyl)pyridine-3-carbonitrile